C(C=C)(=O)OCCCC(C(C(C(C(C(C=CC(C(C(C(C(C(F)(F)F)(F)F)(F)F)(F)F)(F)F)(F)F)(F)F)(F)F)(F)F)(F)F)(F)F)(F)F 4,4,5,5,6,6,7,7,8,8,9,9,12,12,13,13,14,14,15,15,16,16,17,17,17-pentacosafluoro-10-heptadecenyl propenate